(1s,4s)-4-(4-{[2-(2,6-dioxopiperidin-3-yl)-1,3-dioxoisoindol-4-yl](methyl)amino}piperidine-1-carbonyl)cyclohexane-1-carboxylic acid O=C1NC(CCC1N1C(C2=CC=CC(=C2C1=O)N(C1CCN(CC1)C(=O)C1CCC(CC1)C(=O)O)C)=O)=O